(S)-3-bromo-5-(1,5-dimethyl-1,5,6,7-tetrahydropyrazolo[4,3-b][1,4]oxazine-7-carbonyl)-2-hydroxybenzonitrile BrC=1C(=C(C#N)C=C(C1)C(=O)N1C2=C(O[C@H](C1)C)C=NN2C)O